NC(CO)CN 2,3-diamino-1-propanol